C1(CCCCC1)C1=CC=C(C=C1)C1=NC2=CC=CC=C2C=C1 2-(4-Cyclohexylphenyl)quinoline